C(C1=CC=CC=C1)OC(=O)N(C1CN(C1)C1=NC=C(C(=C1)C(=O)OC)C)C methyl 2-[3-[benzyloxycarbonyl(methyl)amino]azetidin-1-yl]-5-methyl-pyridine-4-carboxylate